2-benzyl-2-azaspiro[3.3]heptan-6-yl (2R,6S)-2,6-dimethyl-4-[5-(trifluoromethyl)pyrazin-2-yl]piperazine-1-carboxylate C[C@H]1N([C@H](CN(C1)C1=NC=C(N=C1)C(F)(F)F)C)C(=O)OC1CC2(CN(C2)CC2=CC=CC=C2)C1